5-(2-(methylsulfonamido)-2-oxoethyl)-[1,2,4]triazolo[1,5-a]pyridin-8-yl-4-guanidinobenzoate CS(=O)(=O)NC(CC1=CC=C(C=2N1N=CN2)OC(C2=CC=C(C=C2)NC(=N)N)=O)=O